O[C@H](CO)C1=CC(=NC(=C1)[C@@H](CO)O)C1=CC=C(OC2=C(C=C(C#N)C=C2)C(F)(F)F)C=C1 4-(4-(4,6-Bis((S)-1,2-dihydroxyethyl)pyridin-2-yl)phenoxy)-3-(trifluoromethyl)benzonitril